3-Fluoro-N-((1R,3R)-3-hydroxycyclobutyl)-5-((6-morpholino-1-oxoisoquinolin-2(1H)-yl)methyl)benzamide FC=1C=C(C(=O)NC2CC(C2)O)C=C(C1)CN1C(C2=CC=C(C=C2C=C1)N1CCOCC1)=O